C1(CC1)S(=O)(=O)NC1=NC=CC(=N1)C(C(=O)NC1=CC=C(C=C1)C1=NC(=CN=C1)OC)(C)C 2-(2-(cyclopropanesulfonamido)pyrimidin-4-yl)-N-(4-(6-methoxypyrazin-2-yl)phenyl)-2-methylpropanamide